decahydro-[2,6]naphthyridine C1NCCC2CNCCC12